C(C1=CC=CC=C1)O[C@@H]1[C@H]([C@H](OC2=CC=C(C=C2)OC)O[C@@H]([C@H]1OC1[C@H](OC(C)=O)[C@@H](OCC2=CC3=CC=CC=C3C=C2)[C@H](OC(C)=O)[C@H](O1)COC(C)=O)COCC1=CC=CC=C1)N1C(C2=CC=CC=C2C1=O)=O 4-methoxyphenyl 3,6-di-O-benzyl-2-deoxy-2-(1,3-dioxo-1,3-dihydro-2H-isoindol-2-yl)-4-O-{2,4,6-tri-O-acetyl-3-O-[(naphthalen-2-yl) methyl]-D-glucopyranosyl}-β-D-glucopyranoside